C(C)(C)(C)C=1C=C(N(N1)C1=CC=C(C=C1)CCN1CCOCC1)NC(=O)NC1=C(C=C(C=C1)OC1=CC=NC2=C1OCC(N2)=O)C(F)(F)F 1-[5-tert-butyl-2-[4-(2-morpholinoethyl)phenyl]pyrazol-3-yl]-3-[4-[(3-oxo-4H-pyrido[3,2-b][1,4]oxazin-8-yl)oxy]-2-(trifluoromethyl)phenyl]urea